1-NAPHTHALENECARBOXYLIC ACID C1(=CC=CC2=CC=CC=C12)C(=O)O